C([C@H](O)C)(=O)[O-] D-(-)-lactate